ClC1=C(C=C2C(=NC(N3C2=C1SC[C@@H](C3)C=3C=NC=C(C3)F)=O)N3C[C@@H](N([C@@H](C3)C)C(=O)OC(C)(C)C)C)C(F)(F)F tert-butyl (2S,6R)-4-((R)-11-chloro-3-(5-fluoropyridin-3-yl)-6-oxo-10-(trifluoromethyl)-3,4-dihydro-2H,6H-[1,4]thiazepino[2,3,4-ii]quinazolin-8-yl)-2,6-dimethylpiperazine-1-carboxylate